FC(C(C(C(C(C(C(C(C(F)(F)F)(F)F)(F)F)(F)F)(F)F)(F)F)(F)F)(F)F)(N)F perfluorononanamine